CC1=NC2=CC=CC(=C2C(N1C1C(NC(CC1)=O)=O)=O)SCC1=CC=C(C=C1)CN1CCCCC1 3-(2-methyl-4-oxo-5-((4-(piperidin-1-ylmethyl)benzyl)thio)quinazolin-3(4H)-yl)piperidine-2,6-dione